C(#N)C1=C(C=CC=C1OC1=CC=2C=3N(C=NC2C=C1)CCCCN3)NS(=O)(=O)CCC N-(2-Cyano-3-((2,3,4,5-tetrahydro-[1,3]diazepino[1,2-c]quinazolin-11-yl)oxy)phenyl)propane-1-sulfonamide